4,4'-(diphenylsilanediyl)bis{N-[4-(9H-carbazol-9-yl)phenyl]-N-phenylaniline} C1(=CC=CC=C1)[Si](C1=CC=C(N(C2=CC=C(C=C2)N2C3=CC=CC=C3C=3C=CC=CC23)C2=CC=CC=C2)C=C1)(C1=CC=C(N(C2=CC=CC=C2)C2=CC=C(C=C2)N2C3=CC=CC=C3C=3C=CC=CC23)C=C1)C1=CC=CC=C1